4-cyclohexanedimethanol bis(3,4-epoxycyclohexaneformate) C1(CC2C(CC1)O2)C(=O)OCC2CCC(CC2)COC(=O)C2CC1C(CC2)O1